N2-(5-chloro-2-methoxyphenyl)-5-methyl-N7-[[1-(2-pyridinyl)cyclobutyl]methyl]-[1,2,4]triazolo[1,5-a]pyrimidine-2,7-diamine ClC=1C=CC(=C(C1)NC1=NN2C(N=C(C=C2NCC2(CCC2)C2=NC=CC=C2)C)=N1)OC